Methyl (S)-2'-hydroxy-4'-(3-(1-((1-methyl-1H-imidazol-2-yl)methyl)pyrrolidin-3-yl)-2-oxo-2,3-dihydro-1H-imidazo[4,5-b]pyridin-1-yl)-[1,1'-biphenyl]-4-carboxylate OC1=C(C=CC(=C1)N1C(N(C2=NC=CC=C21)[C@@H]2CN(CC2)CC=2N(C=CN2)C)=O)C2=CC=C(C=C2)C(=O)OC